C(C)C(CCCOCCCC(CC)CC)CC 4-ethylhexyl ether